N#[Al] titanium aluminum nitride